methyl (3-((1-((1R,3R)-3-((methoxycarbonyl)amino)cyclopentyl)-3-methyl-2-oxo-2,3-dihydro-1H-imidazo[4,5-c]pyridin-6-yl)amino)-5-(tetrahydro-2H-pyran-3-yl)phenyl)carbamate COC(=O)N[C@H]1C[C@@H](CC1)N1C(N(C=2C=NC(=CC21)NC=2C=C(C=C(C2)C2COCCC2)NC(OC)=O)C)=O